FC=1C2=C(SC1C(=O)O)CC(C2)(C)C 3-Fluoro-5,5-dimethyl-5,6-dihydro-4H-cyclopenta[b]thiophene-2-carboxylic acid